C(C)(C)(C)OC(N[C@@H]1C(N(C2=C(OC1)C=CC(=C2)OCC(C=2C=NC=CC2)=O)C)=O)=O (S)-(5-methyl-4-oxo-7-(2-oxo-2-(pyridin-3-yl)ethoxy)-2,3,4,5-tetrahydrobenzo[b][1,4]oxazepin-3-yl)carbamic acid tert-butyl ester